N1(CCCC1)C=1C=NC=CC1 (S)-(-)-3-pyrrolidyl-pyridine